ClC=1C=C(C=CC1F)[C@@H]1CN2[C@H](CO1)CN(CC2)C(=O)C=2C(=C(C=CC2)C2=CC(NC(=C2)C)=O)Cl 4-[3-[(3R,9aS)-3-(3-chloro-4-fluoro-phenyl)-3,4,6,7,9,9a-hexahydro-1H-pyrazino[2,1-c][1,4]oxazine-8-carbonyl]-2-chlorophenyl]-6-methyl-1H-pyridin-2-one